6-(difluoromethyl)-7-pyrazol-1-yl-1H-indole-3-sulfonyl chloride FC(C1=CC=C2C(=CNC2=C1N1N=CC=C1)S(=O)(=O)Cl)F